Carvacryl 2-fluoroisobutyrate FC(C(=O)OC1=CC(C(C)C)=CC=C1C)(C)C